1-(4-(benzo[d]thiazol-2-ylmethyl)piperazine-1-carbonyl)-1H-pyrazole-3-carboxylic acid S1C(=NC2=C1C=CC=C2)CN2CCN(CC2)C(=O)N2N=C(C=C2)C(=O)O